C1(CC1)S(=O)(=O)NC1=NC=CC(=N1)C(C(=O)NC1=C(C=C(C=C1)C1=NC(=CN=C1)OCC)F)(F)F 2-(2-(cyclopropanesulfonylamino)pyrimidin-4-yl)-N-(4-(6-ethoxypyrazin-2-yl)-2-fluorophenyl)-2,2-difluoroacetamide